2-((tert-Butoxycarbonyl)(4-fluoro-2,5-dimethylphenyl)amino)oxazole-4-carboxylic acid ethyl ester C(C)OC(=O)C=1N=C(OC1)N(C1=C(C=C(C(=C1)C)F)C)C(=O)OC(C)(C)C